(6Z)-8-(trans-4-aminocyclohexyloxy)-6-(2-methoxyethoxyimino)-5,5-dimethyl-benzo[h]quinazolin-4-amine N[C@@H]1CC[C@H](CC1)OC=1C=CC2=C(\C(\C(C=3C(=NC=NC23)N)(C)C)=N/OCCOC)C1